dihydrospiro[cyclopenta[b]thiophene-5,4'-piperidin]-4-amine N1CCC2(CC1)C(=C1C(SCC1)=C2)N